3,4,3',5'-tetrahydroxy-trans-stilbene OC=1C=C(C=CC1O)\C=C\C1=CC(=CC(=C1)O)O